ClC1=CC2=C(N=C(N=C2N2CCN(CC2)C(C=C)=O)O[C@@H]2CN(C[C@H]2OC)C([2H])([2H])[2H])C(=N1)OC1=C2C=NNC2=CC(=C1Cl)F 1-[4-(6-chloro-8-[(5-chloro-6-fluoro-1H-indazol-4-yl)oxy]-2-{[(3R,4R)-4-methoxy-1-(2H3)methylpyrrolidin-3-yl]oxy}pyrido[3,4-d]pyrimidin-4-yl)piperazin-1-yl]prop-2-en-1-one